N-(2H-1,3-benzodioxol-5-ylmethyl)-5'-chloro-N-methyl-7'-oxo-7',8'-dihydro-6'H-spiro[cyclohexane-1,9'-furo[2,3-f]quinazoline]-2'-carboxamide O1COC2=C1C=CC(=C2)CN(C(=O)C2=CC=1C(=C3C4(NC(NC3=C(C1)Cl)=O)CCCCC4)O2)C